[N+](=[N-])=C(C(C#P=O)=O)P(=O)(OC)OC 1-Diazo-1-dimethoxyphosphoryl-(phosphoryl)-propan-2-one